5'H-spiro[cyclobutane-1,7'-furo[3,4-d]pyrimidine]-2'-carbonitrile N1=C(N=CC2=C1C1(OC2)CCC1)C#N